N-(2-(5-(5-(2-cyclopentylethyl)-1,2,4-oxadiazol-3-yl)-1H-benzo[d]imidazol-1-yl)ethyl)benzamide tert-butyl-6-cyano-1,4-dimethyl-3,4-dihydropyrrolo[1,2-a]pyrazine-2(1H)-carboxylate C(C)(C)(C)OC(=O)N1C(C=2N(C(C1)C)C(=CC2)C#N)C.C2(CCCC2)CCC2=NC(=NO2)C2=CC1=C(N(C=N1)CCNC(C1=CC=CC=C1)=O)C=C2